ammonium benzotriazole salt N1N=NC2=C1C=CC=C2.[NH4+]